(S)-N-(1-cyclopropylethyl)-7-methyl-5-(pyridin-2-yl)pyrazolo[1,5-a]pyrimidine-3-carboxamide C1(CC1)[C@H](C)NC(=O)C=1C=NN2C1N=C(C=C2C)C2=NC=CC=C2